6-(aminomethyl)-N-[5-[(5-chloropyridin-2-yl)methoxy]-1,3,4-thiadiazol-2-yl]-4-(2-methoxyphenyl)pyridine-3-carboxamide NCC1=CC(=C(C=N1)C(=O)NC=1SC(=NN1)OCC1=NC=C(C=C1)Cl)C1=C(C=CC=C1)OC